CN1CCC(CC1)C(C)N1C(=NC2=C1CNC2)C=2C=C1C=NNC1=CC2 5-(1-(1-(1-methylpiperidin-4-yl)ethyl)-1,4,5,6-tetrahydropyrrolo[3,4-d]imidazol-2-yl)-1H-indazole